Cl.ClC=1C=C(C=CC1Cl)[C@@]12CNC[C@H]2C1 (1R,5S)-1-(3,4-dichlorophenyl)-3-azabicyclo[3.1.0]hexane hydrochloride